2-(2,6-dioxo-3-piperidyl)-5-[4-[[4-[2-[4-[4-(5-nitro-1H-indazol-3-yl)-2-pyridyl]piperazin-1-yl]ethyl]-1-piperidyl]methyl]-1-piperidyl]isoindoline O=C1NC(CCC1N1CC2=CC=C(C=C2C1)N1CCC(CC1)CN1CCC(CC1)CCN1CCN(CC1)C1=NC=CC(=C1)C1=NNC2=CC=C(C=C12)[N+](=O)[O-])=O